C(C(C)C)OC1=CC=CC(=N1)C1=CC=C(C=N1)C(=O)N 6-(6-isobutoxy-2-pyridyl)pyridine-3-carboxamide